1,1-bis(methoxymethyl)-7-tert-butyl-2-methylindene COCC1(C(=CC2=CC=CC(=C12)C(C)(C)C)C)COC